N-Bocethylenediamine hydrochloride Cl.C(=O)(OC(C)(C)C)NCCN